C(C)(C)(C)OC(=O)N1CC=2C(CC1)=NN(C2C=O)CC=C.C2(=CC=CC=C2)N2N=C1C=CC=CC1=C2NC(C2=CC=CC=C2)=O N-(2-phenyl-2H-indazole-3-yl)benzamide tert-Butyl-2-allyl-3-formyl-6,7-dihydro-2H-pyrazolo[4,3-c]pyridine-5(4H)-carboxylate